pyrrol-2-amid N1C(=CC=C1)C(=O)N